CCCCC/C=C\CCCCCCCC(=O)O[C@H](COC(=O)CCCCCCC/C=C\C/C=C\CCCCC)COP(=O)(O)OC[C@@H](C(=O)O)N 1-(9Z,12Z-octadecadienoyl)-2-(9Z-pentadecenoyl)-glycero-3-phosphoserine